(S)-2-(3,5-dimethylisoxazole-4-carboxamido)-3-(2-(3-guanidinobenzamido)acetamido)propanoic acid CC1=NOC(=C1C(=O)N[C@H](C(=O)O)CNC(CNC(C1=CC(=CC=C1)NC(=N)N)=O)=O)C